1-[2-[4-(4,4,5,5-tetramethyl-1,3,2-dioxaborolan-2-yl)phenyl]ethyl]piperidin-4-ol CC1(OB(OC1(C)C)C1=CC=C(C=C1)CCN1CCC(CC1)O)C